C(C)C1=NN(C2=C1C(NCC1(CCOCC1)C2)=O)CCCOC(=O)C=2N(C=CN2)C.CC(C)(C#CC(C)(OOC(C)(C)C)C)OOC(C)(C)C 2,5-dimethyl-2,5-bis(t-butylperoxy)hexyne 3-(3-ethyl-4-oxo-spiro[6,8-dihydro-5H-pyrazolo[4,3-c]azepine-7,4'-tetrahydropyran]-1-yl)propyl-1-methylimidazole-2-carboxylate